NC=1C(NC(N(N1)C1=CC(=C(C(=C1)Cl)OC1=NNC(C=C1C=1C=CC=2N(C1)N=CC2)=O)Cl)=O)=O 6-amino-2-(3,5-dichloro-4-((6-oxo-4-(pyrazolo[1,5-a]pyridin-6-yl)-1,6-dihydropyridazin-3-yl)oxy)phenyl)-1,2,4-triazine-3,5(2H,4H)-dione